Bis(diphenylphosphino)hexane CCCCCC(P(C1=CC=CC=C1)C2=CC=CC=C2)P(C3=CC=CC=C3)C4=CC=CC=C4